C12CNCC2C1C(=O)O trans-3-aza-bicyclo[3.1.0]hexane-6-carboxylic acid